2-(3-morpholino-5-(trifluoromethyl)picolinoyl)-N-(2-oxo-5-phenyl-2,3-dihydro-1H-benzo[e][1,4]diazepin-3-yl)hydrazine-1-carboxamide O1CCN(CC1)C=1C(=NC=C(C1)C(F)(F)F)C(=O)NNC(=O)NC1N=C(C2=C(NC1=O)C=CC=C2)C2=CC=CC=C2